9-formyl-3-azaspiro[5.5]Undecane-3-carboxylic acid tert-butyl ester C(C)(C)(C)OC(=O)N1CCC2(CC1)CCC(CC2)C=O